FC(N1C=2C=3C=CC=C([C@H](CCC[C@H](C(NC2C=N1)=O)C)NC(OC(C)(C)C)=O)C3)F tert-butyl N-[(9R,13S)-3-(difluoromethyl)-9-methyl-8-oxo-3,4,7-triazatricyclo[12.3.1.02,6]octadeca-1(18),2(6),4,14,16-pentaen-13-yl]carbamate